COC(C1=CC=C(C=C1)CN1C2=NC(=NC(=C2N=C1)NC)Cl)=O (l)-4-[2-chloro-6-(methylamino)-9H-purinyl]methyl-benzoic acid methyl ester